2-chloro-4-[[4-[[(1S)-2-hydroxy-1-phenyl-ethyl]amino]-5-(1H-tetrazol-5-yl)pyrimidin-2-yl]amino]benzamide ClC1=C(C(=O)N)C=CC(=C1)NC1=NC=C(C(=N1)N[C@H](CO)C1=CC=CC=C1)C1=NN=NN1